7-chloro-8-(1-cyclopropyl-1H-indol-4-yl)-1,4,4,9-tetramethyl-5H-[1,2,4]triazolo[4,3-a]quinoxaline ClC=1C=C2NC(C=3N(C2=C(C1C1=C2C=CN(C2=CC=C1)C1CC1)C)C(=NN3)C)(C)C